tert-butyl 2-[(3-chloro-2-fluorophenyl)methyl]-3-(2-ethoxy-2-oxoethyl)-4,4-difluoro-3-[(2-methylpropane-2-sulfinyl)amino]pyrrolidine-1-carboxylate ClC=1C(=C(C=CC1)CC1N(CC(C1(NS(=O)C(C)(C)C)CC(=O)OCC)(F)F)C(=O)OC(C)(C)C)F